C(C)N1N=CC=C1C=1C(=NN2C1N=C(C=C2)N2CCS(CC2)(=O)=N)C=2C=C(C#N)C=CC2 3-[3-(2-ethylpyrazol-3-yl)-5-(1-imino-1-oxo-1,4-thiazinan-4-yl)pyrazolo[1,5-a]pyrimidin-2-yl]benzonitrile